1,2,3,4,5-pentanepentol C(C(C(C(CO)O)O)O)O